C(C)C1=NN(C=N1)C1=CC=C(C=C1)F ethyl-1-(4-fluorophenyl)-1,2,4-triazole